[Si](C)(C)(C(C)(C)C)OC12CC(C1)(C2)COC(=S)SC ((3-((tert-butyldimethylsilyl)oxy)bicyclo(1.1.1)pentan-1-yl)methoxy)(methylsulfanyl)methanethione